(1-(2-Amino-6-methylpyrimidin-4-yl)-4-(3-phenylpropyl)piperidin-4-yl)methanol NC1=NC(=CC(=N1)N1CCC(CC1)(CCCC1=CC=CC=C1)CO)C